N-(2-methyl-3-pyridinyl)carbamic acid tert-butyl ester C(C)(C)(C)OC(NC=1C(=NC=CC1)C)=O